3-(pyridin-2-yl)-4-(4-quinolyl)-1H-pyrazole N1=C(C=CC=C1)C1=NNC=C1C1=CC=NC2=CC=CC=C12